BrC1=C(N(C2=CC=CC=C12)C)C(=O)N(C)C(C(=C)C)=O 3-bromo-N-methacryloyl-N,1-dimethyl-1H-indole-2-carboxamide